rac-(2R,3S)-1-benzyl-[2-[1-(4-fluorophenyl)indazol-5-yl]-2-methyl-5-oxopyrrolidin-3-yl]cyclopropanecarboxamide C(C1=CC=CC=C1)C1([C@H](C1)[C@H]1C(NC(C1)=O)(C)C=1C=C2C=NN(C2=CC1)C1=CC=C(C=C1)F)C(=O)N |r|